Cl.C(C1=CC=CC=C1)C1=C(OCCN2CCOCC2)C=CC(=C1)C (2-(2-Benzyl-4-methylphenoxy)ethyl)morpholine hydrochloride